(E)-2-cyano-N-(2-hydroxy-1-phenylethyl)-3-(1H-pyrrolo[2,3-b]pyridin-3-yl)acrylamide C(#N)/C(/C(=O)NC(CO)C1=CC=CC=C1)=C\C1=CNC2=NC=CC=C21